4-bromo-3-iodo-1-(4-methoxybenzyl)-1H-indazole BrC1=C2C(=NN(C2=CC=C1)CC1=CC=C(C=C1)OC)I